C(C)N(CCC[SiH](C=1C=C(C=C)C=CC1)COCC)CC 3-[(3-diethylaminopropyl)ethoxymethylsilyl]styrene